ClC1=C(C(N(C(N1)=O)CC1CCCC1)=O)NC(CCC1=CC=C(C=C1)C)=O N-(6-chloro-3-(cyclopentylmethyl)-2,4-dioxo-1,2,3,4-tetrahydropyrimidin-5-yl)-3-(p-tolyl)propanamide